FC1=C(C(=CC=C1)OC)N1N=C2C(=CC1=O)NN=C2C2=CC=C(C=C2)N2CC(N(CC2)C)C(C)(C)O 5-(2-Fluoro-6-methoxyphenyl)-3-(4-(3-(2-hydroxylprop-2-yl)-4-methylpiperazin-1-yl)phenyl)-1H-pyrazolo[4,3-c]pyridazin-6(5H)-on